COC(=O)C=1C=C2C=C(C=NC2=C(C1)OC)C(F)(F)F 8-methoxy-3-(trifluoromethyl)quinoline-6-carboxylic acid methyl ester